(R)-N-(1-(4-(2-((2,3-dihydro-1H-inden-2-yl)amino)pyrimidin-5-yl)phenyl)-2,2,2-trifluoroethyl)-2-oxo-2,3-dihydrobenzo[d]oxazole-6-carboxamide C1C(CC2=CC=CC=C12)NC1=NC=C(C=N1)C1=CC=C(C=C1)[C@H](C(F)(F)F)NC(=O)C1=CC2=C(NC(O2)=O)C=C1